(S)-tert-Butyl 4-(1-(4-bromo-2-isopropylphenyl)-6,7-dichloro-2-oxo-1,2-dihydropyrido[2,3-d]pyrimidin-4-yl)-3-methylpiperazine-1-carboxylate BrC1=CC(=C(C=C1)N1C(N=C(C2=C1N=C(C(=C2)Cl)Cl)N2[C@H](CN(CC2)C(=O)OC(C)(C)C)C)=O)C(C)C